ClC=1N=C(C2=C(N1)N(C=C2)COCC[Si](C)(C)C)Cl 2,4-dichloro-7-{[2-(trimethylsilyl)ethoxy]methyl}-7H-pyrrolo[2,3-d]pyrimidine